(S,E)-N-[2-(6-chlorobenzo[d]isoxazol-3-yl)benzylidene]-2-methylpropane-2-sulfinamide ClC1=CC2=C(C(=NO2)C2=C(\C=N\[S@@](=O)C(C)(C)C)C=CC=C2)C=C1